4-methylcyclohexan-1-amine CC1CCC(CC1)N